ClCCN 2-chloro-ethylamine